O1CCCC2=CC(=CC=C12)C(NC(=O)C=1C(NC(=CC1)C(F)(F)F)=O)C1=CC=CC=C1 N-(chroman-6-yl(phenyl)methyl)-2-oxo-6-(trifluoromethyl)-1,2-dihydropyridine-3-carboxamide